2-[(2S)-2-[(2-chlorophenyl)methyl]azepan-1-yl]-4-[(2R)-2-methylmorpholin-4-yl]-1H-pyrimidin-6-one ClC1=C(C=CC=C1)C[C@H]1N(CCCCC1)C=1NC(C=C(N1)N1C[C@H](OCC1)C)=O